FC(C1=CC(=NN1C1=CC=C(C=C1)OC(F)(F)F)C1CCN(CC1)CCN1CCOCC1)F 4-[2-[4-[5-(difluoromethyl)-1-[4-(trifluoromethoxy)phenyl]pyrazol-3-yl]-1-piperidyl]ethyl]morpholine